ethyl 5-(2-methoxyphenyl)-1H-pyrazole-3-carboxylate COC1=C(C=CC=C1)C1=CC(=NN1)C(=O)OCC